C(C1=CC=CC=C1)OCC1(CC1)C1=NN=C(O1)C=1C(=CC2=C(N(C([C@H](CS2(=O)=O)NC(OC(C)(C)C)=O)=O)CC2=CC=C(C=C2)Cl)C1)F tert-butyl N-[(3R)-7-[5-[1-(benzyloxymethyl)cyclopropyl]-1,3,4-oxadiazol-2-yl]-5-[(4-chlorophenyl)methyl]-8-fluoro-1,1,4-trioxo-2,3-dihydro-1λ6,5-benzothiazepin-3-yl]carbamate